C(C1=CC=CC=C1)NC(=O)C=1N(C(N2C1CN(CC2)C(C2=CC(=C(C=C2)Br)Cl)=O)=O)C2=CC=C(C=C2)OCCOC N-benzyl-7-(4-bromo-3-chloro-benzoyl)-2-[4-(2-methoxyethoxy)phenyl]-3-oxo-6,8-dihydro-5H-imidazo[1,5-a]pyrazine-1-carboxamide